C(#N)C1=C(C(=CC=C1)C)NC(=O)OC(C(=O)OCC)CN1N=CC=C1 Ethyl 2-{[(2-cyano-6-methylphenyl)carbamoyl]-oxy}-3-(1H-pyrazol-1-yl)-propanoate